[K+].OCCOC(=O)C=1C=C(C=C(C1)C(=O)OCCO)S(=O)(=O)[O-] 3,5-di(β-hydroxyethoxycarbonyl)benzenesulfonate potassium